C(CC)OC1(C(C=O)C=C(C=C1)OCCC)C=O 2,5-dipropoxyphthalaldehyde